C1(=CCC(C=C1)(N)N)C1=CC=CC=C1 1,1'-biphenyl-4,4-diamine